(R)-N4-(4-chloro-2-(1-(2-methoxyethyl)-1H-pyrazol-4-yl)thiazol-5-yl)-2-methyl-N'-((S)-11-oxo-2,3,10,11-tetrahydro-1H,5H-benzo[d]pyrazolo[1,2-a][1,2]diazepin-10-yl)succinamide ClC=1N=C(SC1N(C(C[C@H](C(=O)N)C)=O)[C@H]1C2=C(CN3N(C1=O)CCC3)C=CC=C2)C=2C=NN(C2)CCOC